2-(4-cyclopropyl-6-methoxypyrimidin-5-yl)-N-(4-(1-methyl-4-(trifluoromethyl)-1H-imidazol-2-yl)benzyl)-9-(tetrahydro-2H-pyran-2-yl)-9H-purin-6-amine C1(CC1)C1=NC=NC(=C1C1=NC(=C2N=CN(C2=N1)C1OCCCC1)NCC1=CC=C(C=C1)C=1N(C=C(N1)C(F)(F)F)C)OC